C(C1=CC=CC=C1)NC(C[N+]1(CCSCC1)CC(=O)NC1=C(SC=C1C)C(=O)OC)=O 4-(2-(benzylamino)-2-oxoethyl)-4-(2-((2-(methoxycarbonyl)-4-methylthiophen-3-yl)amino)-2-oxoethyl)thiomorpholin-4-ium